N-((R,E)-4-(methylsulfonyl)but-3-en-2-yl)-[1,2,4]triazolo[4,3-c]pyrimidine-5-carboxamide CS(=O)(=O)/C=C/[C@@H](C)NC(=O)C1=NC=CC=2N1C=NN2